2-bromo-6-iodo-4-methylaniline BrC1=C(N)C(=CC(=C1)C)I